[K].BrC=1C=C(C=CC1)C(\C=C\N(C)C)=O (2E)-1-(3-bromophenyl)-3-(dimethylamino)prop-2-en-1-one potassium